4-(7-(8-chloronaphthalen-1-yl)-3-fluoro-2-(((S)-1-methylpyrrolidin-2-yl)methoxy)-5,6,7,8-tetrahydro-1,7-naphthyridin-4-yl)-2-(cyanomethyl)piperazine-1-carboxylic acid benzyl ester C(C1=CC=CC=C1)OC(=O)N1C(CN(CC1)C1=C(C(=NC=2CN(CCC12)C1=CC=CC2=CC=CC(=C12)Cl)OC[C@H]1N(CCC1)C)F)CC#N